O[C@@H]1[C@@H](CCCC1)NC=1N=NC(=C2C1C=NC=C2)C2=C(C=C(C=C2)C(F)(F)F)O 2-[4-[[(1R,2S)-2-hydroxycyclohexyl]amino]pyrido[3,4-d]pyridazin-1-yl]-5-(trifluoromethyl)phenol